BrC1=CC(=C2C(=CN(C2=C1)C)C(=O)O)C(=O)OC 6-bromo-4-(methoxycarbonyl)-1-methyl-1H-indole-3-carboxylic acid